2-(4'-(3,3-difluoroazetidine-1-carbonyl)-[1,1'-biphenyl]-4-yl)-2-methylpropionic acid FC1(CN(C1)C(=O)C1=CC=C(C=C1)C1=CC=C(C=C1)C(C(=O)O)(C)C)F